2-[1-(4-chlorophenyl)cyclobutyl]-N-[1-oxo-4-(trifluoromethyl)phthalazin-2(1H)-yl]acetamide ClC1=CC=C(C=C1)C1(CCC1)CC(=O)NN1C(C2=CC=CC=C2C(=N1)C(F)(F)F)=O